C(OC1=CC=CC=2C3=CC=CC=C3CC12)([O-])=O fluorenyl carbonate